C([C@@H](O)C)(=O)O.C(C)N1CN(C=C1)C 1-ethyl-3-methylimidazole L-(+)-lactate